3-((1-(2-(3-Azabicyclo[3.1.0]hexan-3-yl)-3,6-dimethyl-4-oxo-3,4-dihydro-quinazolin-8-yl)ethyl)amino)-6-chloropicolinic acid C12CN(CC2C1)C1=NC2=C(C=C(C=C2C(N1C)=O)C)C(C)NC=1C(=NC(=CC1)Cl)C(=O)O